N-(2'-amino-5'H-spiro[isochromane-4,4'-thiazol]-6-yl)benzamide NC=1SCC2(N1)COCC1=CC=C(C=C12)NC(C1=CC=CC=C1)=O